NC1CC=2C(=CC=3C(N(C(C3C2)=O)[C@H]2C(NC(CC2)=O)=O)=O)C1 (R)-6-amino-2-(2,6-dioxopiperidin-3-yl)-6,7-dihydrocyclopenta[f]isoindole-1,3(2H,5H)-dione